(1R)-5-Methoxy-2,3-dihydro-1H-inden-1-amine hydrochloride Cl.COC=1C=C2CC[C@H](C2=CC1)N